tri(4-fluorophenyl)sulfonium FC1=CC=C(C=C1)[S+](C1=CC=C(C=C1)F)C1=CC=C(C=C1)F